ClC1=CC2=C(N=N1)N[C@H]1[C@@H]2CN(C1)C(=O)OCC1=CC=CC=C1 benzyl (4bS,7aS)-3-chloro-4b,7,7a,8-tetrahydropyrrolo[3',4':4,5]pyrrolo[2,3-c]pyridazine-6(5H)-carboxylate